ClC=1C=NN(C(C1Cl)=O)CC(=O)NC1=CC(=C(C=C1)C)S(NCC1=CC=C(C=C1)CO)(=O)=O 2-(4,5-dichloro-6-oxo-pyridazin-1-yl)-N-[3-[[4-(hydroxymethyl)phenyl]methylsulfamoyl]-4-methyl-phenyl]acetamide